tert-butyl 4-[2-[4-[6-[5-(1-methylcyclopropoxy)-1-(2-trimethylsilylethoxymethyl)indazol-3-yl]pyrimidin-4-yl]morpholin-2-yl]ethyl]piperazine-1-carboxylate CC1(CC1)OC=1C=C2C(=NN(C2=CC1)COCC[Si](C)(C)C)C1=CC(=NC=N1)N1CC(OCC1)CCN1CCN(CC1)C(=O)OC(C)(C)C